6,6-dimethyl-2-acetyl-5-methoxycyclohex-4-ene-1,3-dione CC1(C(=CC(C(C1=O)C(C)=O)=O)OC)C